C1(CC1)C=1C=C(N=NC1C1=C(C=C(C=C1)C#C)O)NC(=O)[C@@H]1NCC1 (R)-N-(5-cyclopropyl-6-(4-ethynyl-2-hydroxyphenyl)pyridazin-3-yl)azetidine-2-carboxamide